IC=1C=NC(=NC1)NC=1C(=NN(C1)CCCOC)C 5-iodo-N-(1-(3-methoxypropyl)-3-methyl-1H-pyrazol-4-yl)pyrimidin-2-amine